tert-butyl-1-benzyl-6-methoxy-3,4-dihydroquinolin-2-one C(C)(C)(C)C1C(N(C2=CC=C(C=C2C1)OC)CC1=CC=CC=C1)=O